2-(1-bicyclo[1.1.1]pentyl)-N-[2-cyclopropyl-4-(6-fluoro-3,4-dihydro-1H-isoquinolin-2-yl)-6-methyl-phenyl]acetamide C12(CC(C1)C2)CC(=O)NC2=C(C=C(C=C2C)N2CC1=CC=C(C=C1CC2)F)C2CC2